3-amino-N-(3-(4-aminopiperidin-1-yl)pyridin-2-yl)-6-(1-methyl-1H-indol-4-yl)pyrazine-2-carboxamide NC=1C(=NC(=CN1)C1=C2C=CN(C2=CC=C1)C)C(=O)NC1=NC=CC=C1N1CCC(CC1)N